S(=O)(=O)(ON1[C@@H]2CC[C@H](N(C1=O)C2)C(NC(CCC2=NC=CC=C2)=O)=N)[O-].[Na+] Sodium (2S,5R)-7-oxo-2-(N-(3-(pyridin-2-yl) propanoyl) carbamimidoyl)-1,6-diazabicyclo[3.2.1]octan-6-yl sulfate